4-bromo-N-(8-(4,4-difluoropiperidin-1-yl)-3-(dimethylphosphoryl)quinolin-6-yl)-2-(6-azaspiro[2.5]octan-6-yl)benzamide BrC1=CC(=C(C(=O)NC=2C=C3C=C(C=NC3=C(C2)N2CCC(CC2)(F)F)P(=O)(C)C)C=C1)N1CCC2(CC2)CC1